FC1=CC=C(CNC(=O)NC=2OC=CN2)C=C1 1-(4-fluorobenzyl)-3-(oxazol-2-yl)urea